(2s,4s)-2-(4-(4-methoxy-3-(trifluoromethyl)phenyl)piperidine-1-carbonyl)-7-oxa-5-azaspiro[3.4]Octane-6-one COC1=C(C=C(C=C1)C1CCN(CC1)C(=O)C1CC2(C1)NC(OC2)=O)C(F)(F)F